ClC1=C(C=C(C=C1)F)C1NC(C2=C1C(=CC1=C(N(N=C21)C)C2CNCC2)C2=C(C(=O)N)C=C(C=C2C(F)(F)F)F)=O [6-(2-chloro-5-fluorophenyl)-2-methyl-8-oxo-3-(tetrahydro-1H-pyrrol-3-yl)-7,8-dihydro-6H-pyrrolo[4,3-g]indazol-5-yl]-5-fluoro-3-(trifluoromethyl)benzamide